F[P-](F)(F)(F)(F)F.C1(=C(C=CC=C1)[I+]C1=C(C=CC=C1)C)C di-tolyl-iodonium hexafluorophosphate